4-(((2R,4S,5R,6R)-4-acetoxy-5-(2-acetoxyacetamido)-6-((1R,2R)-1,2-diacetoxy-3-(2-(4-chlorophenyl)acetamido)propyl)-2-(methoxycarbonyl)tetrahydro-2H-pyran-2-yl)oxy)butanoic acid C(C)(=O)O[C@H]1C[C@@](O[C@H]([C@@H]1NC(COC(C)=O)=O)[C@@H]([C@@H](CNC(CC1=CC=C(C=C1)Cl)=O)OC(C)=O)OC(C)=O)(C(=O)OC)OCCCC(=O)O